N-(6-([1,1'-biphenyl]-3-ylmethyl)-5-(3-fluoroazetidine-1-carbonyl)-5-azaspiro[2.4]heptan-7-yl)methanesulfonamide C1(=CC(=CC=C1)CC1N(CC2(CC2)C1NS(=O)(=O)C)C(=O)N1CC(C1)F)C1=CC=CC=C1